4-(8-octyloxy)-3-fluorophenylboronic acid CCCCCCCCOC1=C(C=C(C=C1)B(O)O)F